germanium amyloxide C(CCCC)OCCCCC.[Ge]